O1C=CC2=C1C(=CC=C2)P(N(P(C2=CC=C(C=C2)[Si](CCCC)(CCCC)CCCC)C2=CC=C(C=C2)[Si](CCCC)(CCCC)CCCC)CC2=CC=CC=C2)C2=CC=C(C=C2)[Si](CCCC)(CCCC)CCCC 1-(benzofuran-7-yl)-N-benzyl-N-(bis(4-(tributylsilyl)phenyl)phosphaneyl)-1-(4-(tributylsilyl)phenyl)phosphanamine